4-(2-Cyclopropyl-6-{6-[(4,4-difluoropiperidin-1-yl)methyl]-1-oxo-3H-isoindol-2-yl}pyridin-4-yl)-3-(4-methyl-1,2,4-triazol-3-yl)benzonitrile C1(CC1)C1=NC(=CC(=C1)C1=C(C=C(C#N)C=C1)C1=NN=CN1C)N1C(C2=CC(=CC=C2C1)CN1CCC(CC1)(F)F)=O